5-cyano-N-(4-cyano-3-fluorophenyl)-2-(methylsulfonyl)benzamide C(#N)C=1C=CC(=C(C(=O)NC2=CC(=C(C=C2)C#N)F)C1)S(=O)(=O)C